6-[[(3R)-1-ethyl-3-piperidinyl]amino]-3-(4-hydroxy-2,3-dihydrobenzofuran-5-yl)-4-methyl-1,2,4-triazin-5-one C(C)N1C[C@@H](CCC1)NC=1C(N(C(=NN1)C=1C=CC2=C(CCO2)C1O)C)=O